(R)-7-bromo-4-(cyclopropylethynyl)-4-(1,1-difluoroethyl)-6-fluoro-3-methyl-3,4-dihydroquinazolin-2(1H)-one BrC1=C(C=C2[C@@](N(C(NC2=C1)=O)C)(C(C)(F)F)C#CC1CC1)F